CCC(CC)C1=CC2=C(C3=CC=CC=C3C=C2C=C1)C(CC)CC 2,9-bis(pentan-3-yl)anthracene